benzyl-sulfinate C(C1=CC=CC=C1)S(=O)[O-]